C(C)(=O)O.CC1CCC(N1C1CCNCC1)=O 5-methyl-1-(piperidin-4-yl)pyrrolidin-2-one acetate salt